C1(CC1)CNCC=1C=CC=2N(C1)C=C(N2)CNC(=O)C=2N=C1N(C(C2)=O)C=CC=C1 N-[(6-{[(cyclopropylmethyl)amino]methyl}imidazo[1,2-a]pyridin-2-yl)methyl]-4-oxo-4H-pyrido[1,2-a]pyrimidine-2-carboxamide